C(CCCCCCCCC)[O-].[Co+2].C(CCCCCCCCC)[O-] cobalt n-decanolate